F[C@H]1CN(C[C@@H]1NC1=NC(=CC=C1)C1=CN=C2N1C=CC(=C2)O[C@H](C(F)(F)F)C)C(=O)OC(C)(C)C tert-butyl (3S,4S)-3-fluoro-4-[[6-[7-[(1S)-2,2,2-trifluoro-1-methyl-ethoxy]imidazo[1,2-a]pyridin-3-yl]-2-pyridyl]amino]pyrrolidine-1-carboxylate